tert-butyl 3-[[8-[(7-fluoro-2-methyl-indazol-5-yl)carbamoyl]quinoxalin-5-yl]-methyl-amino]-pyrrolidine-1-carboxylate FC1=CC(=CC2=CN(N=C12)C)NC(=O)C=1C=CC(=C2N=CC=NC12)N(C1CN(CC1)C(=O)OC(C)(C)C)C